ClC1=CC(=C(C(=O)N2C[C@H](N(CC2)C2=C(C(=O)N[C@H]3CNCC3)C=C(C=C2)C=2C(=NC=CC2)OCC)CC)C=C1)N1CCNCC1 2-[(2R)-4-[4-chloro-2-(piperazin-1-yl)benzoyl]-2-ethylpiperazin-1-yl]-5-(2-ethoxypyridin-3-yl)-N-[(3R)-pyrrolidin-3-yl]benzamide